1,3-dimethyl-1H-pyrazole-5-carboxylate CN1N=C(C=C1C(=O)[O-])C